4-(2-p-nitrobenzenesulfonyloxyethyl)-5-oxo-oxazolidine-3-carboxylic acid tert-butyl ester C(C)(C)(C)OC(=O)N1COC(C1CCOS(=O)(=O)C1=CC=C(C=C1)[N+](=O)[O-])=O